N-([4-({3-[cyclopropyl(oxetan-3-yl)amino]propyl}amino)-3-nitrophenyl]sulfonyl)-2-(1H-pyrrolo[2,3-b]pyridin-5-yloxy)benzamide C1(CC1)N(CCCNC1=C(C=C(C=C1)S(=O)(=O)NC(C1=C(C=CC=C1)OC=1C=C2C(=NC1)NC=C2)=O)[N+](=O)[O-])C2COC2